4-methyl-5-(3-(6-methylpyridin-3-yl)acryloyl)thieno[2,3-b]pyridin-6(7H)-one CC=1C2=C(NC(C1C(C=CC=1C=NC(=CC1)C)=O)=O)SC=C2